C(C)(=O)C1=C(C=C(S1)[C@H]([C@@H](C(=O)O)C)C1=CC(=C(C=C1)C)CN1S(C2=C(O[C@@H](C1)CC)C=CN=C2)(=O)=O)OC (2S,3R)-3-(5-acetyl-4-methoxythiophen-2-yl)-3-(3-{[(R)-4-ethyl-1,1-dioxido-3,4-dihydro-2H-pyrido[4,3-b][1,4,5]Oxathiazepine-2-yl]Methyl}-4-methylphenyl)-2-methylpropanoic acid